1-(cyclohexylmethyl)-N-((4,6-dimethyl-2-oxo-1,2-dihydropyridin-3-yl)methyl)-6-(6-methyl-7-oxo-6,7-dihydro-1H-pyrrolo[2,3-C]pyridin-4-yl)-1H-indole-4-carboxamide C1(CCCCC1)CN1C=CC=2C(=CC(=CC12)C=1C2=C(C(N(C1)C)=O)NC=C2)C(=O)NCC=2C(NC(=CC2C)C)=O